ClC1=NC(=CC(=C1)C(=O)N1C[C@H](CC1)O)C(F)(F)F (S)-(2-Chloro-6-(trifluoromethyl)pyridin-4-yl)(3-hydroxypyrrolidin-1-yl)methanone